4-guanidino-benzoyl chloride N(C(=N)N)C1=CC=C(C(=O)Cl)C=C1